6-((tetrahydrofuran-3-yl)oxy)-2,3-dihydrofuro[2,3-b]pyridine-5-carboxamide O1CC(CC1)OC1=C(C=C2C(=N1)OCC2)C(=O)N